NC=1C=CC(=NC1)N(S(=O)(=O)C)C N-(5-amino-2-pyridinyl)-N-methyl-methanesulfonamide